[(2R,5S)-5-aminotetrahydropyran-2-yl]methanol hydrochloride Cl.N[C@H]1CC[C@@H](OC1)CO